1-(4-(4-((2-fluoro-4-((7-fluoro-1-methyl-1H-benzo[d][1,2,3]triazol-5-yl)oxy)-3-methylphenyl)amino)-7-methoxypyrido[3,2-d]pyrimidin-6-yl)piperazin-1-yl)prop-2-en-1-one FC1=C(C=CC(=C1C)OC1=CC2=C(N(N=N2)C)C(=C1)F)NC=1C2=C(N=CN1)C=C(C(=N2)N2CCN(CC2)C(C=C)=O)OC